6-bromo-8-methoxyimidazo[1,2-a]pyrazine-3-carbonitrile BrC=1N=C(C=2N(C1)C(=CN2)C#N)OC